4-(2-Amino-2-oxoethyl)phenyl-N-(6-(3-(2-ethoxyphenoxy)piperidin-1-yl)pyrazin-2-yl)propenamid NC(CC1=CC=C(C=C1)C(C(=O)NC1=NC(=CN=C1)N1CC(CCC1)OC1=C(C=CC=C1)OCC)=C)=O